NC1=NC(=CC(=N1)N1CCC2(C[C@H](NC2)C(=O)O)CC1)O[C@@H](C(F)(F)F)C1=CC=C(C=C1)C1=CC(=CC(=C1)OC)F (S)-8-(2-amino-6-((R)-2,2,2-trifluoro-1-(3'-fluoro-5'-methoxy-[1,1'-biphenyl]-4-yl)ethoxy)pyrimidin-4-yl)-2,8-diazaspiro[4.5]decane-3-carboxylic acid